7-n-butyl-1,4-dimethyl-azulene C(CCC)C1=CC=C(C2=CC=C(C2=C1)C)C